2'-chloro-5'-methoxy-6-methyl-N-(5-((1r,4r)-4-(trifluoromethoxy)cyclohexane-1-carbonyl)-5,6-dihydro-4H-pyrrolo[3,4-d]thiazol-2-yl)-[4,4'-bipyridine]-3-carboxamide ClC1=NC=C(C(=C1)C1=C(C=NC(=C1)C)C(=O)NC=1SC2=C(N1)CN(C2)C(=O)C2CCC(CC2)OC(F)(F)F)OC